(R)-(4-fluorophenyl)(8-methyl-3-(3-methyl-1,2,4-thiadiazol-5-yl)-1-(1H-pyrazol-4-yl)-5,6-dihydroimidazo[1,5-a]pyrazin-7(8H)-yl)methanone FC1=CC=C(C=C1)C(=O)N1[C@@H](C=2N(CC1)C(=NC2C=2C=NNC2)C2=NC(=NS2)C)C